N-(2-(6,7-difluoro-1H-indol-3-yl)ethyl)-N,2-dimethylpropane-1-amine FC1=CC=C2C(=CNC2=C1F)CCN(CC(C)C)C